IC1=C(C=CC=C1O[C@H]([C@H](CO[Si](C1=CC=CC=C1)(C1=CC=CC=C1)C(C)(C)C)CC(=O)N)C1=CC=C(C=C1)[N+](=O)[O-])O[C@H]([C@H](CO[Si](C1=CC=CC=C1)(C1=CC=CC=C1)C(C)(C)C)CC(=O)N)C1=CC=C(C=C1)[N+](=O)[O-] (1r,1'r,2s,2's)-((2-iodo-1,3-phenylene)bis(oxy)bis(3-(tert-butyldiphenylsiloxy)-1-(4-nitrophenyl)propane-1,2-diyl))diacetamide